1-(6-{[(cyclobutylmethyl)amino]methyl}imidazo[1,2-a]pyridin-2-yl)methanamine trihydrochloride Cl.Cl.Cl.C1(CCC1)CNCC=1C=CC=2N(C1)C=C(N2)CN